C(C)(C)(C)C1CC(N(C1)C(=O)OC(C)(C)C)C(CCl)=O rac-tert-butyl 4-tert-butyl-2-(2-chloroacetyl)pyrrolidine-1-carboxylate